3,3'-azodibenzoic acid N(=NC=1C=C(C(=O)O)C=CC1)C=1C=C(C(=O)O)C=CC1